OCC=1N(C(N(C1)C1=CC(=C(C=N1)C#N)OC)=O)C 6-(4-(hydroxymethyl)-3-methyl-2-oxo-2,3-dihydro-1H-imidazol-1-yl)-4-methoxypyridine-3-carbonitrile